FC=1C(=NC(=NC1)NC1CCN(CC1)S(=O)(=O)C)C1=C(N=C(S1)C=O)C 5-[5-fluoro-2-[(1-methylsulfonyl-4-piperidyl)amino]pyrimidin-4-yl]-4-methyl-thiazole-2-carbaldehyde